CN([C@@H](C)C(=O)O)C(=O)OC(C)(C)C N-(methyl)-N-(t-butoxycarbonyl)-alanine